2-{[7-(dimethylamino)-1,3-dimethyl-2,4-dioxo-1,2,3,4-tetrahydropyrido[2,3-d]pyrimidin-5-yl]amino}-N-(o-tolyl)acetamide CN(C=1C=C(C2=C(N(C(N(C2=O)C)=O)C)N1)NCC(=O)NC1=C(C=CC=C1)C)C